BrC1=C(C=C(C(=O)N[C@H]2[C@H]3CC[C@@H](C2)N3C#N)C=C1)OCC 4-bromo-N-((1R,2R,4S)-7-cyano-7-azabicyclo[2.2.1]heptan-2-yl)-3-ethoxybenzamide